4-(4-((4-(cyclopropylamino)-5-(trifluoromethyl)-7H-pyrrolo[2,3-d]pyrimidin-2-yl)amino)-3-methoxyphenyl)-1-(tetrahydro-2H-pyran-4-yl)-1,4-azaphosphinane 4-oxide C1(CC1)NC=1C2=C(N=C(N1)NC1=C(C=C(C=C1)P1(CCN(CC1)C1CCOCC1)=O)OC)NC=C2C(F)(F)F